2-((8S,9S,10R,13S,14S,17R)-17-hydroxy-10,13-dimethyl-3,11-dioxo-2,3,6,7,8,9,10,11,12,13,14,15,16,17-tetradecahydro-1H-cyclopenta[a]phenanthren-17-yl)-2-oxoethyl 4-aminobutanoate NCCCC(=O)OCC(=O)[C@]1(CC[C@H]2[C@@H]3CCC4=CC(CC[C@@]4([C@H]3C(C[C@]12C)=O)C)=O)O